C(C)(=O)N1[C@H]([C@@H]([C@H](C2=CC(=CC=C12)C(=O)N)NC1=NC=C(C=C1)C)C)C1CC1 (2S,3R,4R)-1-acetyl-2-cyclopropyl-3-methyl-4-((5-methylpyridin-2-yl)amino)-1,2,3,4-tetrahydroquinoline-6-carboxamide